OCC1(CC1)S(=O)(=O)C=1C=C(OC[C@H](CN[C@@H]2COC3(C2)CCN(CC3)S(=O)(=O)C=3C=C(C=CC3)C3=CC=C(C=C3)CNCCC)O)C=CC1 (S)-1-(3-(1-(Hydroxymethyl)cyclopropylsulfonyl)phenoxy)-3-((S)-8-(4'-((propylamino)-methyl)biphenyl-3-ylsulfonyl)-1-oxa-8-azaspiro[4.5]decan-3-ylamino)propan-2-ol